2-(2,5-Dioxo-2,5-dihydro-1H-pyrrol-1-yl)acetic acid O=C1N(C(C=C1)=O)CC(=O)O